ClC1=C(C=CC=C1)NC(=S)NC1CN(C(C1)=O)CC(C)C 1-(2-chlorophenyl)-3-[1-(2-methylpropyl)-5-oxopyrrolidin-3-yl]thiourea